ClCC=1C=C(C=NC1F)N1C(NC(CC1)=O)=O 1-(5-(Chloromethyl)-6-fluoropyridin-3-yl)dihydropyrimidine-2,4(1H,3H)-dione